S1C2=C(C=C1C(=O)N(/N=C(\C)/C1=NC=CC=C1)CC(=O)O)C=CC=C2 (e)-2-(1-(benzo[b]thiophene-2-carbonyl)-2-(1-(pyridin-2-yl)ethylidene)hydrazinyl)acetic acid